5-(4-(4-cyanophenoxy)butoxy)pyridinecarbonitrile C(#N)C1=CC=C(OCCCCOC=2C=CC(=NC2)C#N)C=C1